C(=C\C=1C=C(C(=CC1)O)O)/C=1C=C(C(=CC1)O)O (E)-4,4'-(ethene-1,2-diyl)bis(benzene-1,2-diol)